1-(1H-benzimidazol-5-yl)-5-[4-(thien-3-yl)phenyl]imidazolidin-2-one (rac)-(trans)-Ethyl-4-((3-(2-cyanoethyl)cyclohexyl)amino)-1H-pyrrolo[2,3-b]pyridine-5-carboxylate C(C)OC(=O)C=1C(=C2C(=NC1)NC=C2)N[C@@H]2C[C@H](CCC2)CCC#N.N2C=NC1=C2C=CC(=C1)N1C(NCC1C1=CC=C(C=C1)C1=CSC=C1)=O |r|